C(C)OC(=O)C1=NC(=NC(=C1)C1=C(C=CC=C1)C)C1=CC=CC=C1 2-phenyl-6-(2-tolyl)-pyrimidine-4-carboxylic acid ethyl ester